C(C)OC1=NC=CC=C1C1=CC(=C2C(=N1)C=NN2C(C)C)NCC=2C=C(C=CC2)C 5-(2-ethoxy-3-pyridyl)-1-isopropyl-N-(m-tolylmethyl)pyrazolo[4,3-b]pyridin-7-amine